CN(C1CN(C1)C1=C2C(NC=NC2=CC=C1OCCF)=O)C 5-(3-(dimethylamino)azetidin-1-yl)-6-(2-fluoroethoxy)quinazolin-4(3H)-one